benzyl-[2-[(2R,3R,4S,5S)-3,4,5-tris[(3,4-dimethoxyphenyl)methoxy]-6-(4-methoxyphenoxy)tetrahydropyran-2-yl]ethyl]phosphinic acid C(C1=CC=CC=C1)P(O)(=O)CC[C@H]1OC([C@H]([C@H]([C@@H]1OCC1=CC(=C(C=C1)OC)OC)OCC1=CC(=C(C=C1)OC)OC)OCC1=CC(=C(C=C1)OC)OC)OC1=CC=C(C=C1)OC